C(C)(=O)[O-].C(C)(=O)[O-].C(C)(=O)[O-].C(CCCCCCCCCCC)(=O)[O-].[Sn+4] tin monolaurate triacetate